N-[2-[bis(carboxymethyl)amino]ethyl]-N-(carboxymethyl)-glycine 1-methyl ester COC(CN(CC(=O)O)CCN(CC(=O)O)CC(=O)O)=O